C(C)(C)(C)O[C@H]1[C@H]([C@H](C1)C(N)=O)C(=O)O |r| racemic-(1S,2R,4S)-2-tert-butoxy-4-carbamoyl-cyclobutanecarboxylic acid